FC1=C(C=C2C=CN(C(C2=C1F)=O)C\C=C(\[C@@H](C)NC=1C=NNC(C1C(F)(F)F)=O)/F)C1=NC=C(C=N1)C(F)(F)F (R,Z)-7,8-difluoro-2-(3-fluoro-4-((6-oxo-5-(trifluoromethyl)-1,6-dihydropyridazin-4-yl)amino)pent-2-en-1-yl)-6-(5-(trifluoromethyl)pyrimidin-2-yl)isoquinolin-1(2H)-one